trans-N-(4-((5-fluoro-4-(6-(3-oxomorpholino)pyridin-2-yl)pyrimidin-2-yl)amino)cyclohexyl)acetamide FC=1C(=NC(=NC1)N[C@@H]1CC[C@H](CC1)NC(C)=O)C1=NC(=CC=C1)N1C(COCC1)=O